C(C)OC(\C=C(\C)/OCCCCl)=O (Z)-3-(3-chloropropoxy)-2-butenoic acid ethyl ester